3-[(3-hydroxy-4,5-dimethoxyphenyl)formamido]propanoic acid OC=1C=C(C=C(C1OC)OC)C(=O)NCCC(=O)O